CC(C)NC(C)C.[Li] lithium bis(prop-2-yl)amine